NC1=NN2C(C=C(C=C2)C=2C=NN(C2)CC(=O)NC2=CC=C(C=C2)CCOC)=N1 2-[4-(2-Amino-[1,2,4]triazolo[1,5-a]pyridin-7-yl)pyrazol-1-yl]-N-[4-(2-methoxyethyl)phenyl]acetamide